Dimethylethynylcarbinol CC(O)(C#C)C